N1C(NC=C1)=S dihydro-imidazole-2-thione